6-[(3S)-3-(cyanomethyl)piperazin-1-yl]-2-[[(2S)-1-isopropylpyrrolidin-2-yl]methoxy]-N-(3-methoxy-1-naphthyl)pyrimidine-4-carboxamide C(#N)C[C@H]1CN(CCN1)C1=CC(=NC(=N1)OC[C@H]1N(CCC1)C(C)C)C(=O)NC1=CC(=CC2=CC=CC=C12)OC